[Br-].C1(CCCCCC1)[Zn+] cycloheptylzinc bromide